C(CCCC)N1N=C2C(N=CC(=C2)C(=O)N)=C1 (1-pentyl)-2H-pyrazolo[4,3-b]pyridin-6-carboxamide